7-((5-fluoro-2-methoxybenzyl)oxy)-1,2,3,4-tetrahydroisoquinoline FC=1C=CC(=C(COC2=CC=C3CCNCC3=C2)C1)OC